FC1=NC=C(C=C1OC)[N+](=O)[O-] 2-fluoro-3-methoxy-5-nitropyridine